(3s,6s,8as)-6-((tert-butoxycarbonyl)amino)-5-oxooctahydroindolizine-3-carboxylic acid tert-butyl ester C(C)(C)(C)OC(=O)[C@@H]1CC[C@@H]2CC[C@@H](C(N12)=O)NC(=O)OC(C)(C)C